COC1=CC=C(COC=2C=3N(C=C(C2)NCC2COCC2)N=CC3C#N)C=C1 4-((4-methoxybenzyl)oxy)-6-(((tetrahydrofuran-3-yl)methyl)amino)pyrazolo[1,5-a]pyridine-3-Formonitrile